C1(CC1)C=1C=C(OC2CCN(CC2)C(=O)N2C[C@@H]3[C@@H](OCC(N3)=O)CC2)C=CC1C(F)(F)F (4aR,8aS)-6-[4-[3-cyclopropyl-4-(trifluoromethyl)phenoxy]piperidine-1-carbonyl]-4,4a,5,7,8,8a-hexahydropyrido[4,3-b][1,4]oxazin-3-one